amino-3-methoxy-pyridine-2-carbonitrile NC1=C(C(=NC=C1)C#N)OC